OC1=C(C(=CC(=C1)C=1OC2=CC(=CC(=C2C(C1O)=O)O)O)O)[O-] 2,6-dihydroxy-4-(3,5,7-trihydroxy-4-oxo-4H-chromen-2-yl)phenolate